3-(2-(2-chlorophenyl)-3,4,6,7-tetrahydro-5H-imidazo[4,5-c]pyridin-5-yl)-6-methoxychroman-4-ol ClC1=C(C=CC=C1)C1=NC2=C(CN(CC2)C2COC3=CC=C(C=C3C2O)OC)N1